COC(=O)N1CC=2N=C(SC2C1)NC(C1=CN=C(C=C1C1=C(C=CC=C1)OC)C)=O.BrC1=CC=C2N=CC(=NC2=C1)C(F)F C7-bromo-2-(difluoromethyl)quinoxaline Methyl-2-(4-(2-methoxyphenyl)-6-methylnicotinamido)-4,6-dihydro-5H-pyrrolo[3,4-d]thiazole-5-carboxylate